3-(4-methylpiperazin-1-yl)-2-nitroaniline CN1CCN(CC1)C=1C(=C(N)C=CC1)[N+](=O)[O-]